3-(1,4-dimethyl-1H-benzotriazol-5-yl)-3-(7-{[(2R)-2-ethyl-7-fluoro-8-hydroxy-2,3-dihydropyrido[2,3-f][1,4]oxazepin-4(5H)-yl]methyl}-1-benzothiophen-5-yl)propanoic acid CN1N=NC2=C1C=CC(=C2C)C(CC(=O)O)C=2C=C(C1=C(C=CS1)C2)CN2C[C@H](OC1=C(C2)N=C(C(=C1)O)F)CC